CN(CCNC(C1=C(C=C(C=C1C)B1OC(C(O1)(C)C)(C)C)C)=O)C N-(2-(dimethylamino)ethyl)-2,6-dimethyl-4-(4,4,5,5-tetramethyl-1,3,2-dioxaborolan-2-yl)benzamide